FC(S(=O)(=O)[O-])(F)F.C(CCC)C1=CC=C(C2=CC(=CC=C12)CCCC)[S+]1CCCC1 4,7-di-n-butylnaphthyltetrahydrothiophenium trifluoromethanesulfonate